(S)-N-(1-oxo-1-(4-(3-(trifluoromethoxy)phenyl)piperazin-1-yl)propan-2-yl)acetamide-2,2,2-d3 O=C([C@H](C)NC(C([2H])([2H])[2H])=O)N1CCN(CC1)C1=CC(=CC=C1)OC(F)(F)F